ClC=1C(=NC(=C(C1)F)N1C(N(C(=CC1=O)C(F)(F)F)C)=O)OC1=C(OCC(=O)NS(=O)(=O)C)C=CC=C1 2-[2-[[3-chloro-6-[3,6-dihydro-3-methyl-2,6-dioxo-4-(trifluoromethyl)-1(2H)-pyrimidinyl]-5-fluoro-2-pyridinyl]oxy]phenoxy]-N-(methyl-sulfonyl)-acetamide